1-(tert-butyl) 2-ethyl (S)-4,4-diallyl-5-oxopyrrolidine-1,2-dicarboxylate C(C=C)C1(C[C@H](N(C1=O)C(=O)OC(C)(C)C)C(=O)OCC)CC=C